ClC1=CC=C(C=C1)CCCOCCCN1CCCCC1 1-{3-[3-(4-chlorophenyl)propoxy]propyl}-piperidine